1-[3-(1-methyl-2-oxo-ethyl)phenyl]cyclopropanecarboxylic acid CC(C=O)C=1C=C(C=CC1)C1(CC1)C(=O)O